1-(3,5-dichloro-4-hydroxyphenyl)ethanone ClC=1C=C(C=C(C1O)Cl)C(C)=O